(4S)-3-[(5S)-5-(4-fluorophenyl)5-hydroxypentanoyl]-4-phenyl-1,3-oxazepan-2-one FC1=CC=C(C=C1)[C@H](CCCC(=O)N1C(OCCC[C@H]1C1=CC=CC=C1)=O)O